N-([1,1'-biphenyl]-4-ylmethyl)-2-(4-((2-acetamidothiazol-5-yl)methyl)-3-methylpiperazin-1-yl)acetamide C1(=CC=C(C=C1)CNC(CN1CC(N(CC1)CC1=CN=C(S1)NC(C)=O)C)=O)C1=CC=CC=C1